3-(benzo[d][1,3]dioxol-5-yl)-N-(1,1'-biphenyl-2-ylmethyl)propanamide O1COC2=C1C=CC(=C2)CCC(=O)NCC2=C(C=CC=C2)C2=CC=CC=C2